(R)-N-(1-(6-hydroxy-9H-pyrido[3,4-b]indol-1-yl)ethyl)acetamide OC=1C=C2C3=C(NC2=CC1)C(=NC=C3)[C@@H](C)NC(C)=O